4-(4-(difluoromethoxy)phenyl)-6-(2-methyl-2H-indazol-5-yl)-2-(methylthio)thiazolo[4,5-d]pyrimidine-5,7(4H,6H)-dione FC(OC1=CC=C(C=C1)N1C(N(C(C2=C1N=C(S2)SC)=O)C2=CC1=CN(N=C1C=C2)C)=O)F